C(#N)C1=CC2=C(NC(=N2)OC=2C=C(C(=O)NO)C=CC2)C=C1C(F)(F)F 3-((5-cyano-6-(trifluoromethyl)-1H-benzo[d]imidazol-2-yl)oxy)-N-hydroxybenzamide